5-methyl-4-(1-naphthyl)-2-(2-thienylmethyl)imidazole CC1=C(N=C(N1)CC=1SC=CC1)C1=CC=CC2=CC=CC=C12